(3R)-3-Methyl-1-{2-[(2R,5R)-5-methyl-2-[(morpholin-4-yl)carbonyl]piperazin-1-yl]acetyl}-3-phenyl-2,3-dihydro-1H-indole-6-carbonitrile C[C@@]1(CN(C2=CC(=CC=C12)C#N)C(CN1[C@H](CN[C@@H](C1)C)C(=O)N1CCOCC1)=O)C1=CC=CC=C1